O=C1NC(CCC1N1C(C2=CC=CC(=C2C1)C#CCCCCCCCC(=O)O)=O)=O 10-[2-(2,6-dioxohexahydropyridin-3-yl)-1-oxo-2,3-dihydro-1H-isoindol-4-yl]dec-9-ynoic acid